CN1N=CC(=C1)CCO 2-(1-methylpyrazol-4-yl)ethanol